gold-aluminum [Al].[Au]